CN1C=C(C2=CC=CC=C12)C(CNS(=O)(=O)C=1C=2C=CNC2C=CC1)N1CCCC1 N-(2-(1-methyl-1H-indol-3-yl)-2-(pyrrolidin-1-yl)ethyl)-1H-indole-4-sulfonamide